acrylic acid N,N-diethylaminoethyl ester C(C)N(CC)CCOC(C=C)=O